rac-4-(3-(8-(difluoromethyl)-2-methylimidazo[1,2-b]pyridazin-6-yl)thieno[2,3-b]pyrazin-6-yl)cyclohexan-1-amine FC(C=1C=2N(N=C(C1)C1=CN=C3C(=N1)SC(=C3)C3CCC(CC3)N)C=C(N2)C)F